Diethyl (4-(6-amino-5-(2-(naphthalen-1-yl)acetamido)-2,4-dioxo-3-(prop-2-yn-1-yl)-3,4-dihydropyrimidin-1(2H)-yl)butyl)phosphonate NC1=C(C(N(C(N1CCCCP(OCC)(OCC)=O)=O)CC#C)=O)NC(CC1=CC=CC2=CC=CC=C12)=O